C1(CC1)C(=O)NC1=CC(=C(N=N1)C(=O)NC([2H])([2H])[2H])NC1=C(C(=CC=C1F)C1=NN(N=C1)C)OC 6-(cyclopropanecarboxamido)-4-((6-fluoro-2-methoxy-3-(2-methyl-2H-1,2,3-triazol-4-yl)phenyl)amino)-N-(methyl-d3)pyridazine-3-carboxamide